(N-(1-aminoethyl)aminomethyl)(triethoxy)silane NC(C)NC[Si](OCC)(OCC)OCC